ClC=1C(N(N=C(C1C1=C(C=CC=C1F)F)C1=C(C(=CC(=C1)OC)OC)[N+](=O)[O-])C)=O 4-chloro-5-(2,6-difluorophenyl)-6-(3,5-dimethoxy-2-nitrophenyl)-2-methyl-3(2H)-pyridazinone